NC1=C(C2=C(S1)C(C(CC2)(CC2(CC2)C)C#N)=O)C(=O)NC2CC2 2-Amino-6-cyano-N-cyclopropyl-6-((1-methylcyclopropyl)methyl)-7-oxo-4,5,6,7-tetrahydrobenzo[b]thiophene-3-carboxamide